CNC1=NC=2N(C3=CC=CC=C13)C(=NN2)SC N-methyl-1-(methylthio)-[1,2,4]triazolo[4,3-a]quinazolin-5-amine